N1N=CC2=CC=C(C=C12)NC=1N=CC2=C(N1)N(C(=C2)C(=O)N(C)C)C2CCCC2 2-((1H-indazol-6-yl)amino)-7-cyclopentyl-N,N-dimethyl-7H-pyrrolo[2,3-d]pyrimidine-6-carboxamide